C(C)(C)(C)N(C(O)=O)C1(CC1)C1=CC(=CC(=C1)B1OC(C(O1)(C)C)(C)C)C.C(CCC)N(CCCC)[Si](C1=CC=C(C=C1)C=C)(N(CCCC)CCCC)N(CCCC)CCCC tris(dibutylamino)(4-vinylphenyl)silane tert-butyl-(1-(3-methyl-5-(4,4,5,5-tetramethyl-1,3,2-dioxaborolan-2-yl)phenyl)cyclopropyl)carbamate